N-((2-(1-cyclopropylethyl)-4-fluoro-6-(2-methoxypyridin-4-yl)phenyl)carbamoyl)-4-(2-hydroxypropan-2-yl)furan-2-sulfonamide C1(CC1)C(C)C1=C(C(=CC(=C1)F)C1=CC(=NC=C1)OC)NC(=O)NS(=O)(=O)C=1OC=C(C1)C(C)(C)O